FC=1C(=NC(=NC1)N)C1=CC2=C(OCCN2C(C)C)C(=C1)F 5-fluoro-4-(8-fluoro-4-isopropyl-3,4-dihydro-2H-benzo[b][1,4]oxazin-6-yl)pyrimidin-2-amine